C(N)(=N)C=1C=C(SC1)CNC(=O)[C@H]1NCC2(CC2)C1 (S)-N-((4-carbamimidoylthiophen-2-yl)methyl)-5-azaspiro[2.4]heptane-6-carboxamide